N[C@@H]([C@H]1C(NC2=C(N1)N=CC=C2)=O)C2=CC=CC=C2 (3S)-3-[(R)-amino(phenyl)methyl]-3,4-dihydro-1H-pyrido[2,3-b]pyrazin-2-one